cis-N1-(5-(3-ethyl-2-methyl-3H-imidazo[4,5-b]pyridin-5-yl)pyrrolo[2,1-f][1,2,4]triazin-2-yl)cyclohexane-1,4-diamine C(C)N1C(=NC=2C1=NC(=CC2)C=2C=CN1N=C(N=CC12)N[C@@H]1CC[C@@H](CC1)N)C